4-bromo-6-fluoro-2-(methyl-d3)-2H-indazole BrC=1C2=CN(N=C2C=C(C1)F)C([2H])([2H])[2H]